3-imino-3λ6-Thiabicyclo[3.1.0]hexane N=[SH2]1CC2CC2C1